hydroxy-N-(4'-chlorobiphenyl-2-yl)nicotinamide OC1=C(C(=O)NC2=C(C=CC=C2)C2=CC=C(C=C2)Cl)C=CC=N1